N-(2-hydroxy-2-methylpropyl)-1-[4-(6-{2-[3-(trifluoromethoxy)phenyl]acetamido}pyridazin-3-yl)butyl]-1H-1,2,3-triazole-4-carboxamide OC(CNC(=O)C=1N=NN(C1)CCCCC=1N=NC(=CC1)NC(CC1=CC(=CC=C1)OC(F)(F)F)=O)(C)C